rac-(6-Chloro-imidazo[1,5-a]pyridin-5-yl)-(5-methyl-1-phenyl-1H-[1,2,3]triazol-4-yl)-methanol ClC=1C=CC=2N(C1[C@@H](O)C=1N=NN(C1C)C1=CC=CC=C1)C=NC2 |r|